4-[[5-[(E)-3-(2,4-Dihydroxyphenyl)-3-oxoprop-1-enyl]-2-methoxyphenyl]methoxy]benzonitrile OC1=C(C=CC(=C1)O)C(/C=C/C=1C=CC(=C(C1)COC1=CC=C(C#N)C=C1)OC)=O